ClC1=NC=C(C(=N1)NC1=C(C=C(C=C1)COC)P(C)(C)=O)Cl (2-((2,5-dichloropyrimidin-4-yl)amino)-5-(methoxymethyl)phenyl)dimethylphosphine oxide